(5-hydroxypentyl)-2-(1-(tetrahydro-2H-pyran-2-yl)-1H-pyrazol-5-yl)-1-naphthacenenitrile OCCCCCC=1C(=C(C2=CC3=CC4=CC=CC=C4C=C3C=C2C1)C#N)C1=CC=NN1C1OCCCC1